1-(4-chloro-2-(1-methyl-1H-tetrazol-5-yl)phenyl)butan-1-ol ClC1=CC(=C(C=C1)C(CCC)O)C1=NN=NN1C